2-hydroxyethyl octadecanoate C(CCCCCCCCCCCCCCCCC)(=O)OCCO